2-(2,2,2-trifluoroethyl)-2,7-diazaspiro[3.5]nonan FC(CN1CC2(C1)CCNCC2)(F)F